2-(4-acetyl-piperazin-1-yl)-ethanesulfonic acid {3-[5-amino-6-(2-chloro-3,6-difluoro-benzyloxy)-pyrazin-2-yl]-phenyl}-amide NC=1N=CC(=NC1OCC1=C(C(=CC=C1F)F)Cl)C=1C=C(C=CC1)NS(=O)(=O)CCN1CCN(CC1)C(C)=O